Tert-butyl ((S)-1-((2S,4R)-4-hydroxy-2-(((S)-1-(4-(4-methylthiazol-5-yl)phenyl) ethyl)carbamoyl)pyrrolidin-1-yl)-3,3-dimethyl-1-oxobutan-2-yl)carbamate O[C@@H]1C[C@H](N(C1)C([C@H](C(C)(C)C)NC(OC(C)(C)C)=O)=O)C(N[C@@H](C)C1=CC=C(C=C1)C1=C(N=CS1)C)=O